BrC=1C=C(C=CC1)S(=O)(=O)N1C=C(C=C1C=1C(=NC=CC1)F)C=O 1-((3-Bromophenyl)sulfonyl)-5-(2-fluoropyridin-3-yl)-1H-pyrrole-3-carbaldehyde